1,1,3,3-tetramethyl-1,3-disilacyclobutane C[Si]1(C[Si](C1)(C)C)C